C12CN(CC(CC1)O2)C=2C=CC=1N(C2)N=C(N1)C1=C2C=C(N=CC2=C(N=C1)NC)NC(=O)C1CC1 N-(5-(6-(8-oxa-3-azabicyclo[3.2.1]oct-3-yl)-[1,2,4]triazolo[1,5-a]pyridin-2-yl)-8-(methylamino)-2,7-naphthyridin-3-yl)cyclopropanecarboxamide